[Te](=O)=O.[Se] selenium tellurium dioxide